bis[(4-methoxyphenyl)methyl]-3-methyl-hex-5-yne-2-sulfonamide COC1=CC=C(C=C1)CC(C(C(C)S(=O)(=O)N)C)(C#C)CC1=CC=C(C=C1)OC